4-((tert-butyldimethylsilyl)oxy)phenyl-2,3,5,6-d4-N-(4-methoxybenzyl)butan-2-amine [Si](C)(C)(C(C)(C)C)OC1=C(C(=C(C(=C1[2H])[2H])CC(CC)NCC1=CC=C(C=C1)OC)[2H])[2H]